FC(C(=O)O)(F)F.NCC(CC=1N(C(NN1)=O)CC=1SC(=CC1)C=1C=NNC1)=C(F)F [2-(aminomethyl)-3,3-difluoro-allyl]-4-[[5-(1H-pyrazol-4-yl)-2-thienyl]methyl]-1,2,4-triazol-3-one trifluoroacetate